C1(CCCC1)[C@@H](C(=O)N([C@@H](CC(=O)O)C(=O)N(CCC)C)C)N(C)C(=O)OCC1C2=CC=CC=C2C=2C=CC=CC12 (3S)-3-[[(2S)-2-cyclopentyl-2-[9H-fluoren-9-ylmethoxycarbonyl(methyl)amino]acetyl]-methyl-amino]-4-[methyl(propyl)amino]-4-oxo-butanoic acid